5,6,7,8-tetrahydroquinolin-8-ylmethylamine N1=CC=CC=2CCCC(C12)CN